tris(trimethylsilyl)germanide C[Si](C)(C)[Ge-]([Si](C)(C)C)[Si](C)(C)C